ClC1=C(N=C(NC1=O)C1=C(N=CS1)Cl)N1CCNCC(C1)F 5-chloro-2-(4-chlorothiazol-5-yl)-4-[6-fluoro-1,4-diazepan-1-yl]-1H-pyrimidin-6-one